2-[4-[dideuterio-[(3,4-dimethylpyrimidino[4',5':4,5]thieno[2,3-c]pyridazin-8-yl)amino]methyl]phenyl]propan-2-ol [2H]C(C1=CC=C(C=C1)C(C)(C)O)(NC1=NC=NC2=C1SC=1N=NC(=C(C12)C)C)[2H]